[N+](=O)([O-])C1=CC=C(C=C1)C1=CC(=NC=C1)N1CCN(CC1)C(=O)C1=CC(NC2=CC=CC=C12)=O 4-(4-(4-(4-nitrophenyl)pyridin-2-yl)piperazine-1-carbonyl)quinolin-2(1H)-one